C1(CC1)CNC=1N=CC2=C(N1)C1(CN(CC1)CC=1N=CSC1)C(N(C2)C=2C=NOC2)=O 2-((cyclopropylmethyl)amino)-6-(isoxazol-4-yl)-1'-(thiazol-4-ylmethyl)-5H-spiro[pyrido[4,3-d]pyrimidin-8,3'-pyrrolidin]-7(6H)-one